C(C)C1=CC=C(C=C1)C1C=CC1(Br)Br 3-(4-ethyl-phenyl)-4,4-dibromocyclobutene